C12(C(CC(CC1)C2(C)C)C2CC(CCC2)O)C 3-camphyl-cyclohexyl alcohol